F[C@H]1[C@H](C[C@@]2(CC[C@H]1N2)C)N(C=2N=NC(=CN2)C=2C=C1C=CN=CC1=CC2O)C 6-(3-(((1S,3S,4R,5R)-4-fluoro-1-methyl-8-azabicyclo[3.2.1]octan-3-yl)(methyl)amino)-1,2,4-triazin-6-yl)isoquinolin-7-ol